4-hydroxy-2-methyl-N-(4-methyl-3,4-dihydro-2H-pyrrol-2-yl)-2H-benzo[e][1,2]thiazine-3-carboxamide 1,1-dioxide OC1=C(N(S(C2=C1C=CC=C2)(=O)=O)C)C(=O)NC2N=CC(C2)C